4-cycloheptylpiperazine-1-carboxylic acid [(2s,3s,4e,6s,7s,10s)-7,10-dihydroxy-3,7-dimethyl-12-oxo-2-[(2e,4e,6s)-6-pyridin-3-ylhept-2,4-dien-2-yl]-1-oxocyclododec-4-en-6-yl] ester O[C@@]1([C@H](/C=C/[C@@H]([C@H](C(C(C[C@H](CC1)O)=O)=O)\C(\C)=C\C=C\[C@H](C)C=1C=NC=CC1)C)OC(=O)N1CCN(CC1)C1CCCCCC1)C